ClC1=C(C(=CC=C1C)Cl)C=1C(=NC=2N(C1OC)N=C(N2)S(=O)(=O)N)OC (2,6-dichloro-3-methylphenyl)-5,7-dimethoxy[1,2,4]triazolo[1,5-a]pyrimidine-2-sulfonamide